FC(OC1=CC=C(C=C1)NC(=O)NCC1CN(CC1)C(=O)[O-])(F)F 3-[({[4-(trifluoromethoxy)phenyl] carbamoyl} amino)methyl]pyrrolidine-1-carboxylate